C(C)(=O)N1CC=2N(CC1)C(=NC2C2=C1C=CC(=NC1=CC=C2)N2CCN(CC2)C(=O)OC(C)(C)C)C2CCOCC2 tert-butyl 4-(5-(7-acetyl-3-(tetrahydro-2H-pyran-4-yl)-5,6,7,8-tetrahydroimidazo[1,5-a]pyrazin-1-yl)quinolin-2-yl)piperazine-1-carboxylate